tert-butyl 6-[[4-(trifluoromethyl)triazol-1-yl]methyl]-2-azaspiro[3.3]heptane-2-carboxylate FC(C=1N=NN(C1)CC1CC2(CN(C2)C(=O)OC(C)(C)C)C1)(F)F